4-allyloxy-2,3-dihydro-1H-inden-1-one C(C=C)OC1=C2CCC(C2=CC=C1)=O